6-chloro-2-(4-chloropyrimidin-2-yl)-7-fluoro-1-[(oxan-4-yl)methyl]-2,3,4,9-tetrahydro-1H-pyrido[3,4-b]indole ClC=1C=C2C3=C(NC2=CC1F)C(N(CC3)C3=NC=CC(=N3)Cl)CC3CCOCC3